9-azabicyclo[3.3.1]nonan-3-ol trifluoroacetic acid salt FC(C(=O)O)(F)F.C12CC(CC(CCC1)N2)O